[Cl-].IC1=CC=C(C=C1)[S+](C1=CC(=CC(=C1)F)F)C1=CC(=CC(=C1)F)F (4-iodophenyl)bis(3,5-difluorophenyl)sulfonium chloride